C(C1=CC=CC=C1)C1C2C3CNC1(CC3CN2CC(C)C)C(=O)NCC(=O)OC(C)(C)C 7-benzyl-1-isobutyl-N-(2-(tert-butoxy)-2-oxoethyl)octahydro-6H-3,6-methanopyrrolo[3,2-c]pyridine-6-carboxamide